FC1=C(C=CC(=C1)F)C1=CC(=C(C=C1)OC)NC1=NC=NC2=CC=CC(=C12)OC1CN(CCC1(F)F)C(C=C)=O 1-(3-((4-((2',4'-difluoro-4-methoxy-[1,1'-biphenyl]-3-yl)amino)quinazolin-5-yl)oxy)-4,4-difluoro-piperidin-1-yl)prop-2-en-1-one